BrC1=C2C=C(N(C2=C(C(=C1)Cl)Cl)S(=O)(=O)C1=CC=CC=C1)[C@@H](CCO[Si](C)(C)C(C)(C)C)N[S@@](=O)C(C)(C)C (S)-N-((R)-1-(4-Bromo-6,7-dichloro-1-(phenylsulfonyl)-1H-indol-2-yl)-3-((tert-butyl-dimethyl-silyl)oxy)propyl)-2-methylpropane-2-sulfinamide